Methyl 4-[2-(2-amino-3-pyridyl)-5-phenyl-imidazo[4,5-b]pyridin-3-yl]benzoate NC1=NC=CC=C1C1=NC=2C(=NC(=CC2)C2=CC=CC=C2)N1C1=CC=C(C(=O)OC)C=C1